3-[bromo(difluoro)methyl]-6-[6-(2,2,2-trifluoroethoxy)-3-pyridinyl]-[1,2,4]triazolo[4,3-a]pyrazine BrC(C1=NN=C2N1C=C(N=C2)C=2C=NC(=CC2)OCC(F)(F)F)(F)F